C(C)OC=1C=C(C=2N(C1)N=CC2C#N)C2=NC=C(N=C2)N2CC1N(C(C2)C1)CC=1C=NC=C(C1)F 6-ethoxy-4-(5-(6-((5-fluoropyridin-3-yl)methyl)-3,6-diazabicyclo[3.1.1]heptan-3-yl)pyrazin-2-yl)pyrazolo[1,5-a]pyridine-3-carbonitrile